2-Amino-3-methyl-butyric acid 7-[4-(4-benzo[b]thiophen-4-ylpiperazin-1-yl)butoxy]-4,4-dimethyl-2-oxo-3,4-dihydro-2H-quinolin-1-ylmethyl ester S1C2=C(C=C1)C(=CC=C2)N2CCN(CC2)CCCCOC2=CC=C1C(CC(N(C1=C2)COC(C(C(C)C)N)=O)=O)(C)C